FC1=NC(=C2N=CNC2=N1)NC(=O)[C@@H]1OC(CC1)=O 2-fluoro-6-((R)-5-oxotetrahydrofuran-2-carboxamido)-9H-purin